Ethyl (R)-5-bromo-1-(3-(5-(3-hydroxy-1-methyl-2-oxopyrrolidin-3-yl)isoxazol-3-yl)phenyl)-1H-indazole-3-carboxylate BrC=1C=C2C(=NN(C2=CC1)C1=CC(=CC=C1)C1=NOC(=C1)[C@]1(C(N(CC1)C)=O)O)C(=O)OCC